C(C)C=1C(=CC=C2C=C(C=C(C12)N1CC=2N=C(N=C(C2C1=O)N1CCOCCC1)SC)OCOC)F 6-[8-ethyl-7-fluoro-3-(methoxymethoxy)-1-naphthyl]-2-methylsulfanyl-4-(1,4-oxazepan-4-yl)-7H-pyrrolo[3,4-d]pyrimidin-5-one